FC1=C(C(=O)N(C)C)C=CC(=C1F)B1OC(C(O1)(C)C)(C)C 2,3-difluoro-N,N-dimethyl-4-(4,4,5,5-tetramethyl-1,3,2-dioxaborolan-2-yl)benzamide